1,2-Diamino-8-(benzyloxy)-9-((2R,3S,4S,5R)-4-fluoro-3-hydroxy-5-(hydroxymethyl)tetrahydrofuran-2-yl)-1,9-dihydro-6H-purin-6-one NN1C(=NC=2N(C(=NC2C1=O)OCC1=CC=CC=C1)[C@@H]1O[C@@H]([C@H]([C@H]1O)F)CO)N